FC=1C(=NN2C1C=C(C=C2)OC2=NC=C(C=C2OCC(F)(F)F)F)C(=O)NC2(CS(C2)(=O)=O)C 3-Fluoro-5-((5-fluoro-3-(2,2,2-trifluoroethoxy)pyridin-2-yl)oxy)-N-(3-methyl-1,1-dioxidothietan-3-yl)pyrazolo[1,5-a]pyridine-2-carboxamide